C(C1=CC=CC=C1)O[C@]1(C2=NN=C(C3=C(C=C(C(NC(CC=CCC1)C(=O)N1CCCC1)=N3)C(F)(F)F)NC(OC(C)(C)C)=O)O2)C(F)(F)F tert-butyl N-[(6R)-6-benzyloxy-12-(pyrrolidine-1-carbonyl)-6,15-bis(trifluoromethyl)-19-oxa-3,4,13,18-tetrazatricyclo[12.3.1.12,5]nonadeca-1(17),2,4,9,14(18),15-hexaen-17-yl]carbamate